5-bromo-2-ethyl-3-(2-fluoropyridin-4-yl)-1-tosyl-1H-pyrrolo[2,3-b]pyridine BrC=1C=C2C(=NC1)N(C(=C2C2=CC(=NC=C2)F)CC)S(=O)(=O)C2=CC=C(C)C=C2